3-(methylsulfinyl)-4-(trifluoromethyl)benzoic acid CS(=O)C=1C=C(C(=O)O)C=CC1C(F)(F)F